ClC=1N(C2=C(C(=CC=C2C1SC1=CC=CC(=N1)C(C(=O)O)(C)C)Cl)F)C=1C=NN(C1)CC 2-(6-((2,6-dichloro-1-(1-ethyl-1H-pyrazol-4-yl)-7-fluoro-1H-indol-3-yl)thio)pyridine-2-yl)-2-methylpropanoic acid